p-toluenesulfonic acid, hydrochloride Cl.CC1=CC=C(C=C1)S(=O)(=O)O